ClC1=C2C(=C(N=N1)C)N(C(C(=C2)C=2CCN(CC2)C(=O)OC(C)(C)C)=O)C tert-butyl 4-{5-chloro-1,8-dimethyl-2-oxo-1H,2H-pyrido[2,3-d]pyridazin-3-yl}-1,2,3,6-tetrahydropyridine-1-carboxylate